dioleoyloxypropyl-dimethylhydroxyethyl-ammonium bromide [Br-].C(CCCCCCC\C=C/CCCCCCCC)(=O)OC(CC[N+](CCO)(C)C)OC(CCCCCCC\C=C/CCCCCCCC)=O